N1,N1-bis(2-aminoethyl)-N3-(4-((4-(3,5-dichlorophenyl)piperazin-1-yl)sulfonyl)phenyl)-4-(N-methylmethylsulfonamido)isophthalamide 2,2,2-trifluoroacetate FC(C(=O)O)(F)F.NCCN(C(C1=CC(C(=O)NC2=CC=C(C=C2)S(=O)(=O)N2CCN(CC2)C2=CC(=CC(=C2)Cl)Cl)=C(C=C1)N(S(=O)(=O)C)C)=O)CCN